Methyl 2-hydroxy-2-methoxyacetate OC(C(=O)OC)OC